2-(4-((2S,5R)-2,5-diethyl-4-(1-(2-methylbenzo[d]thiazol-6-yl)ethyl)piperazin-1-yl)-1-methyl-2-oxo-1,2-dihydropyrazolo[1,5-a][1,3,5]triazin-7-yl)acetonitrile C(C)[C@@H]1N(C[C@H](N(C1)C(C)C1=CC2=C(N=C(S2)C)C=C1)CC)C1=NC(N(C=2N1N=C(C2)CC#N)C)=O